4,4'-Diamino Diphenyl Sulfone C1=CC(=CC=C1N)S(=O)(=O)C2=CC=C(C=C2)N